C(#N)[C@@H](C[C@@H]1C(NCC1)=O)NC(=O)[C@H]1N([C@@H]2CC([C@H]1CC2)(F)F)C([C@@H](CC2CCC2)NC(C(F)(F)F)=O)=O (1S,3S,4S)-N-((R)-1-cyano-2-((R)-2-oxopyrrolidin-3-yl)ethyl)-2-((R)-3-cyclobutyl-2-(2,2,2-trifluoroacetamido)propanoyl)-5,5-difluoro-2-azabicyclo[2.2.2]octane-3-carboxamide